ClC1=C(C(=CC=2NC(=NC21)CC2=CC=C(C=C2)S(=O)(=O)CCF)Cl)C2=C(C=CC=C2)OC(F)(F)F 4,6-dichloro-2-(4-((2-fluoroethyl)sulfonyl)benzyl)-5-(2-(trifluoromethoxy)phenyl)-1H-benzo[d]imidazole